ethyl (S)-2-methylene-1H-pyrrolizine-7a(5H)-carboxylate C=C1C[C@]2(C=CCN2C1)C(=O)OCC